O[C@H](C(=O)OC)CC Methyl (S)-2-hydroxybutanoate